FC=1C(=CC2=C(N(N=N2)C)C1)O 6-fluoro-1-methyl-1H-benzo[d][1,2,3]triazol-5-ol